[C-]#N.[Cl-].[K+] Potassium chloride cyanide